Br.NC1\N=C(/C2=C(NC1=O)C=CC=C2)\C2=CC=CC=C2 (Z)-3-amino-5-phenyl-1H-benzo[e][1,4]diazepin-2(3H)-one hydrobromide